methyl 2,5-di-thiophen-2-yl-benzoate S1C(=CC=C1)C1=C(C(=O)OC)C=C(C=C1)C=1SC=CC1